FC1=NC=CC2=C1CC1CCC2N1C(=O)NC1=CN=C(S1)C1=CC=CC=C1 (±)-1-Fluoro-N-(2-phenylthiazol-5-yl)-6,7,8,9-tetrahydro-5H-5,8-epiminocyclohepta[c]pyridine-10-carboxamide